1-cyclobutyl-4-((3-fluoro-5-phenylpyridin-2-yl)methyl)piperazine-2,3-dione C1(CCC1)N1C(C(N(CC1)CC1=NC=C(C=C1F)C1=CC=CC=C1)=O)=O